2-(3-cyano-4-iodo-1H-pyrazol-1-yl)-2-methylpropanoic acid methyl ester COC(C(C)(C)N1N=C(C(=C1)I)C#N)=O